S(=O)(=O)(C1=CC=C(C)C=C1)N1[C@H](CCC1)C(=O)O[C@@](C(=O)OCC)(CCF)C1=C(C(N2CCC3(OCCO3)C2=C1)=O)COC(C)=O (S)-2-(6-(acetoxymethyl)-5-oxo-2,3-dihydro-5H-spiro[indolizine-1,2'-[1,3]dioxolan]-7-yl)-1-ethoxy-4-fluoro-1-oxobutan-2-yl tosyl-D-prolinate